6-methyl-5-phenylpyridinecarbonitrile CC1=C(C=CC(=N1)C#N)C1=CC=CC=C1